2-(5-bromo-7-fluoro-2-methylindazol-3-yl)propan-1-ol BrC1=CC2=C(N(N=C2C(=C1)F)C)C(CO)C